[Au].C(C)P(CC)CC.[Cl] chlorine (triethyl-phosphine) gold